BrC=1C=C(C=NC1C)[C@@H](C)N(S(=O)C(C)(C)C)CC N-((R)-1-(5-bromo-6-methylpyridin-3-yl)ethyl)-N-ethyl-2-methylpropan-2-sulfinamide